C(C)(C)(C)OC(=O)N[C@H](C(=O)OCC(=O)C1=CC=C(C=C1)NC(=O)OC)CC1=CC=CC=C1 (S)-2-(4-((methoxycarbonyl)amino)phenyl)-2-oxoethyl 2-((tert-butoxycarbonyl)amino)-3-phenylpropanoate